BrC1=CC=C(C=C1)C=1C(=NC2(N1)CCN(CC2)CC(C)C)SCC(=O)NC=2C=NC1=CC=CC=C1C2 2-((3-(4-bromophenyl)-8-isobutyl-1,4,8-triazaspiro[4.5]deca-1,3-dien-2-yl)thio)-N-(quinolin-3-yl)acetamide